4-(6-(4-aminopiperidin-1-yl)-3-(2-methyl-2H-indazol-5-yl)pyrazin-2-yl)benzonitrile NC1CCN(CC1)C1=CN=C(C(=N1)C1=CC=C(C#N)C=C1)C1=CC2=CN(N=C2C=C1)C